1-[4-[[5-(2,3-difluoro-4-methoxy-phenyl)-1-methyl-imidazole-2-carbonyl]amino]-2-ethyl-benzoyl]-N-[2-[2-(dimethylamino)ethoxy]ethyl]piperidine-4-carboxamid FC1=C(C=CC(=C1F)OC)C1=CN=C(N1C)C(=O)NC1=CC(=C(C(=O)N2CCC(CC2)C(=O)NCCOCCN(C)C)C=C1)CC